N-(2-((4-(2-(4-((8-(4-((2-(2,6-dioxopiperidin-3-yl)-1,3-dioxoisoindolin-5-yl)amino)butoxy)octyl)oxy)phenyl)propan-2-yl)phenoxy)methyl)pyrimidin-4-yl)methanesulfonamide O=C1NC(CCC1N1C(C2=CC=C(C=C2C1=O)NCCCCOCCCCCCCCOC1=CC=C(C=C1)C(C)(C)C1=CC=C(OCC2=NC=CC(=N2)NS(=O)(=O)C)C=C1)=O)=O